CC=1N=C(C2=C(N1)OC=C2C(=O)N2N=CC(=C2)C2=CC=CC=C2)NC2(CC2)C methyl-N-(1-methylcyclopropyl)-5-(4-phenyl-1H-pyrazole-1-carbonyl)furo[2,3-d]pyrimidin-4-amine